C1(=CC=C(C=C1)C)OP(OC1=CC=C(C=C1)C)(=O)OP(=O)(OC1=CC=C(C=C1)C)OC1=CC=C(C=C1)C.OC1=CC=C(C=C1)C(C)(C)C1=CC=C(C=C1)O bisphenol A tetracresyl-diphosphate